3,6-dibromophenanthrene-9,10-dinitrile BrC=1C=CC=2C(=C(C3=CC=C(C=C3C2C1)Br)C#N)C#N